2-Chloro-5-(difluoro-methyl)benzaldehyde ClC1=C(C=O)C=C(C=C1)C(F)F